BrC1=CN=C2C=CC(=NC2=C1)C=1C(=NNC1)C1=NC(=CC=C1)C(F)(F)F 7-bromo-2-(3-(6-(trifluoromethyl)pyridin-2-yl)-1H-pyrazol-4-yl)-1,5-naphthyridine